acetate (1-phenylethyl acetate) C1(=CC=CC=C1)C(C)CC(=O)O.C(C)(=O)O